3-methyl-N-[(1r,3s)-3-{[2-(trifluoromethyl)quinolin-4-yl]amino}cyclohexyl]-1-benzofuran-2-carboxamide CC1=C(OC2=C1C=CC=C2)C(=O)N[C@H]2C[C@H](CCC2)NC2=CC(=NC1=CC=CC=C21)C(F)(F)F